NC(C(=O)O)CP(=O)(O)O Alpha-Amino-Beta-Phosphonopropionic Acid